C1(=CC=CC=C1)N1N=CN(C1=O)C(=O)C=1SC=CC1 2-phenyl-4-(thiophene-2-carbonyl)-2,4-dihydro-3H-1,2,4-triazol-3-one